Methyl 3-(1-(trifluoromethyl)cyclopropyl)-1H-pyrazole-5-carboxylate FC(C1(CC1)C1=NNC(=C1)C(=O)OC)(F)F